2-(4-Iodo-1-methyl-1H-pyrazol-5-yl)-5-trifluoromethylpyridine IC=1C=NN(C1C1=NC=C(C=C1)C(F)(F)F)C